(S)-2-(1-(5-Oxo-1,4,2-dioxazol-3-yl)-3-phenylpropyl)isoindoline-1,3-dione O=C1OC(=NO1)[C@H](CCC1=CC=CC=C1)N1C(C2=CC=CC=C2C1=O)=O